FC(C(F)F)(F)OC(C(F)(F)F)F 1,1,1,2-tetrafluoroethyl 1,1,2,2-tetrafluoroethyl ether